C1=C(C=CC2=C1C1=C(CS2)C=CC=C1)C1=CC=C(C=C1)N 4-(2-dibenzothianyl)benzenamine